methyl (E)-3-amino-4-((4-((2-amino-4-carbamoyl-6-((4-hydroxy-4-methylpent-2-yn-1-yl)oxy)phenyl)amino)but-2-en-1-yl)amino)-5-methoxybenzoate NC=1C=C(C(=O)OC)C=C(C1NC\C=C\CNC1=C(C=C(C=C1OCC#CC(C)(C)O)C(N)=O)N)OC